[Ta].[Mg].[Ti].CC1CCC2=C(C=3N1C=C(N3)C(F)(F)F)C=CC(=C2)CO (5-methyl-2-(trifluoromethyl)-6,7-dihydro-5H-benzo[c]imidazo[1,2-a]azepin-9-yl)methanol titanium magnesium tantalum